4-(tert-butyl) 2-methyl 6-bromo-5-(7,8-dimethyl-[1,2,4]triazolo[1,5-a]pyridin-6-yl)-4H-pyrrolo[3,2-d]thiazole-2,4-dicarboxylate BrC1=C(N(C2=C1N=C(S2)C(=O)OC)C(=O)OC(C)(C)C)C=2C(=C(C=1N(C2)N=CN1)C)C